BrC1=C(C=C(C(=C1)F)CBr)F 1-bromo-4-(bromomethyl)-2,5-difluorobenzene